BrC1=CC(=C(C(=C1)C(F)(F)F)C=O)[N+](=O)[O-] 4-bromo-2-nitro-6-(trifluoromethyl)benzene-1-carbaldehyde